trisodium tetraoxide [O-]OO[O-].[Na+].[Na+].[Na+]